CN1C(C=2CC(CN(C2C=C1)C1=CC=C(C=C1)C(F)(F)F)CNC(C)=O)=O N-((6-methyl-5-oxo-1-(4-(trifluoromethyl)phenyl)-1,2,3,4,5,6-hexahydro-1,6-naphthyridin-3-yl)methyl)acetamide